C1(CC1)C1=C(C(=O)NC=2SC(=CN2)[N+](=O)[O-])C=CC=C1 2-cyclopropyl-N-(5-nitrothiazol-2-yl)benzamide